3-((4-(2-((2,6-dimethylpyrimidin-4-yl)amino)pyrazolo[1,5-a]pyridin-5-yl)-6-hydroxypyridin-3-yl)oxy)-2,2-dimethylpropanenitrile CC1=NC(=CC(=N1)NC1=NN2C(C=C(C=C2)C2=C(C=NC(=C2)O)OCC(C#N)(C)C)=C1)C